methyl (S)-1-(6-(benzyloxy)pyridin-2-yl)-4,4-difluoropyrrolidine-2-carboxylate C(C1=CC=CC=C1)OC1=CC=CC(=N1)N1[C@@H](CC(C1)(F)F)C(=O)OC